(S)-2-(6-(3-methyl-1H-pyrrolo[2,3-b]pyridin-5-yl)-2-(pyridin-4-yl)-1,2,3,4-tetrahydroisoquinolin-8-yl)pyrrolidin CC1=CNC2=NC=C(C=C21)C=2C=C1CCN(CC1=C(C2)[C@H]2NCCC2)C2=CC=NC=C2